C(C)(C)(CC(C)(C)C)C1=CC=C(C(=C1O)C)C 6-tert-octyl-2,3-xylenol